CC1(NC(CC(C1)OC1=CC=CC=C1)(C)C)C 2,2,6,6-tetramethyl-4-phenoxypiperidin